tert-butyl 6-((1-methyl-1H-imidazol-5-yl)methyl)-5-oxo-1,4,5,6-tetrahydropyrido[3,4-c][1,8]naphthyridine-3(2H)-carboxylate CN1C=NC=C1CN1C(C2=C(C=3C=CC=NC13)CCN(C2)C(=O)OC(C)(C)C)=O